C1=NC=CC2=C(C=CC=C12)C1(CC1)NC(C1=C(C=CC(=C1)OCC1N(CC1)C)C)=O N-(1-(Isoquinolin-5-yl)cyclopropyl)-2-methyl-5-((1-methylazetidin-2-yl)methoxy)benzamide